O1C(CCCC1)N1N=CC=C1C1=C(C(=NC2=CC=CC=C12)N)C1=CC=NN1C1OCCCC1 bis(1-(tetrahydro-2H-pyran-2-yl)-1H-pyrazol-5-yl)quinolin-2-amine